FCC1(CC1)CN1C=NC2=C1C=C(C=C2)C(=O)[O-] 1-((1-(fluoromethyl) cyclopropyl) methyl)-1H-benzo[d]Imidazole-6-carboxylate